ClC1=CN=CC=2[C@H]3N(C[C@@H](OC21)C3)C(=O)C32CCC(CC3)(C2)F [(2S,5S)-9-chloro-2,3-dihydro-2,5-methanopyrido[3,4-f][1,4]oxazepin-4(5H)-yl](4-fluorobicyclo[2.2.1]heptan-1-yl)methanone